C1(CC1)C1=NN=C(S1)COC1=CC=CC(=N1)C1=CC(=C(CC2=NC3=C(N2[C@@H]2COCC2(C)C)C=C(C=C3)C(=O)O)C=C1F)F (S)-2-(4-(6-((5-cyclopropyl-1,3,4-thiadiazol-2-yl)methoxy)pyridin-2-yl)-2,5-difluorobenzyl)-1-(4,4-dimethyltetrahydrofuran-3-yl)-1H-benzo[d]imidazole-6-carboxylic acid